N(C1=CC=CC=C1)C=1C(=C2C(C(=O)NC2=O)=CC1)NC1=CC=CC=C1 bisanilinophthalimide